C(C)(C)(C)C(N)C(=O)O α-[t-butyl]-glycine